tert-Butyl 3-[4-fluoro-1-({5-[3-(trifluoromethyl)phenyl]-1,2,4-oxadiazol-3-yl}methyl)-1H-indazol-3-yl]azetidine-1-carboxylate FC1=C2C(=NN(C2=CC=C1)CC1=NOC(=N1)C1=CC(=CC=C1)C(F)(F)F)C1CN(C1)C(=O)OC(C)(C)C